ClC=1C=C(C=CC1)[Si](C1=CC=C(C=C1)C=1N=C(C(=NC1)C1=CC2=CC=CC=C2C=C1)C1=CC=CC=C1)(C1=CC=CC=C1)C1=CC=CC=C1 5-(4-((3-chlorophenyl)diphenylsilyl)phenyl)-2-(naphthalen-2-yl)-3-phenylpyrazine